4-isopropyltoluene C(C)(C)C1=CC=C(C)C=C1